NC1=C(C=C(C=C1)C1=CC=CC=C1OC)[N+](=O)[O-] 4'-amino-6-methoxy-3'-nitro-[1,1'-biphenyl]